6-(4-((1H-indazol-5-yl)amino)-6-(2-(dimethyl-amino)ethoxy)pyrimidin-2-yl)-N-isopropyl-benzo[b]thiophene-2-carboxamide N1N=CC2=CC(=CC=C12)NC1=NC(=NC(=C1)OCCN(C)C)C=1C=CC2=C(SC(=C2)C(=O)NC(C)C)C1